(2S,3S,4R,5R)-5-(6-(benzylamino)-2-isopropyl-9H-purin-9-yl)-N-ethyl-3,4-dihydroxytetrahydrofuran-2-formamide C(C1=CC=CC=C1)NC1=C2N=CN(C2=NC(=N1)C(C)C)[C@H]1[C@@H]([C@@H]([C@H](O1)C(=O)NCC)O)O